3-pyridinesulfonyl-hydrazine N1=CC(=CC=C1)S(=O)(=O)NN